ClC1=C2C=3C(=C4C(=NC3C=C1F)C1=CC3=C(C(N1C4)=O)COC([C@]3(O)CC)=O)CCC2 (1S,9S)-4-chloro-9-ethyl-5-fluoro-9-hydroxy-10,13-dioxo-2,3,9,10,13,15-hexahydro-1H,12H-benzo[de]pyrano[3',4':6,7]indolizino[1,2-b]quinolin